benzyl (6R)-6-amino-5-oxo-1,4-diazepane-1-carboxylate N[C@H]1C(NCCN(C1)C(=O)OCC1=CC=CC=C1)=O